(1S,5S)-N-[7-cyclopropoxy-4-(1-methyl-3-phenyl-1H-pyrazol-4-yl)pyrido[3,2-d]pyrimidin-6-yl]-3-azabicyclo[3.1.0]hexane-1-carboxamide C1(CC1)OC1=CC=2N=CN=C(C2N=C1NC(=O)[C@@]12CNC[C@H]2C1)C=1C(=NN(C1)C)C1=CC=CC=C1